2,3,4-trifluoro-6-(4-fluoro-2-methylphenoxy)benzoic acid FC1=C(C(=O)O)C(=CC(=C1F)F)OC1=C(C=C(C=C1)F)C